4-cyclopropylmethyl-3-oxo-3,4-dihydro-2H-benzo[b][1,4]thiazine-7-carboxylic acid C1(CC1)CN1C2=C(SCC1=O)C=C(C=C2)C(=O)O